C(C=C)OC=1C=C(C=C(C1)C1(CC(C1)OC)C1=NN=CN1C)N1C(C2=CC(=CC(=C2C1)C(F)(F)F)CNC1(CCC1)C)=O 2-(3-(allyloxy)-5-((1s,3s)-3-methoxy-1-(4-methyl-4H-1,2,4-triazol-3-yl)cyclobutyl)phenyl)-6-(((1-methylcyclobutyl)amino)methyl)-4-(trifluoromethyl)isoindolin-1-one